(dimethylfluorenyl)(terphenyl) CC=1C(=C(C=2CC3=CC=CC=C3C2C1)C1=C(C=CC=C1)C=1C(=CC=CC1)C1=CC=CC=C1)C